(2S,2S)-N-(3-hydroxy-2-{[4-(trifluoromethyl)phenyl]methyl}propyl)-2-[(4-methoxyphenyl)methyl]morpholine-4-carboxamide OC[C@H](CNC(=O)N1C[C@@H](OCC1)CC1=CC=C(C=C1)OC)CC1=CC=C(C=C1)C(F)(F)F